(3-(2-methylpiperidine-1-carbonyl)phenyl)benzenesulfonamide CC1N(CCCC1)C(=O)C=1C=C(C=CC1)C1=C(C=CC=C1)S(=O)(=O)N